CC(=CCNC1=C2NC=NC2=NC=N1)C 6-(3,3-dimethylallylamino)purine